CN(C)C1=CC=C(C=C1)N.Cl.Cl dimethyl-p-phenylenediamine dihydrochloride